FC(C1=NN(C=C1C(=O)O)C)F 3-(difluoromethyl)-1-methylpyrazole-4-carboxylic acid